2-(4-Bromo-2-fluoro-5-methoxyphenyl)acetonitrile BrC1=CC(=C(C=C1OC)CC#N)F